4-(6-amino-2-chloro-9H-purin-9-yl)-N-(5,6-dimethyl-1,3-benzothiazol-2-yl)cyclohexanecarboxamide NC1=C2N=CN(C2=NC(=N1)Cl)C1CCC(CC1)C(=O)NC=1SC2=C(N1)C=C(C(=C2)C)C